C(N)(=O)C1CO1 carbamoyl ethylene oxide